(R)-5-((2-((5-(tert-butyl)-1-(tetrahydrofuran-3-yl)-1H-pyrazol-3-yl)amino)-1-methyl-1H-imidazo[4,5-b]pyridin-6-yl)oxy)-1H-pyrrolo[2,3-b]pyridine-3-carbonitrile C(C)(C)(C)C1=CC(=NN1[C@H]1COCC1)NC=1N(C=2C(=NC=C(C2)OC=2C=C3C(=NC2)NC=C3C#N)N1)C